CC1=NC(=CC(=N1)NC1=NN2C(C=C(C=C2)C2=C(C=NN2C)OC[C@@H]2CC(N(C2)C)=O)=C1)C R-4-[[5-[2-[(2,6-dimethylpyrimidin-4-yl)amino]pyrazolo[1,5-a]pyridin-5-yl]-1-methyl-pyrazol-4-yl]oxymethyl]-1-methyl-pyrrolidin-2-one